N-(tert-butoxycarbonyl)-N,β,β-trimethyl-L-phenylalanine methyl ester COC([C@@H](N(C)C(=O)OC(C)(C)C)C(C1=CC=CC=C1)(C)C)=O